(2-fluoro-3-(methoxycarbonyl)-4-nitrophenyl)-2,5-dihydro-1H-pyrrole-1-carboxylic acid tert-butyl ester C(C)(C)(C)OC(=O)N1C(C=CC1)C1=C(C(=C(C=C1)[N+](=O)[O-])C(=O)OC)F